C1=CC=CC=2C3=CC=CC=C3N(C12)C=1C=C(C=CC1)C1=C(C(=C(C(=N1)N1C2=CC=CC=C2C=2C=C(C=CC12)C)N1C2=CC=CC=C2C=2C=C(C=CC12)C)C1=C(C=CC=C1)C1=CC(=NC(=C1)C1=CC=CC=C1)C1=CC=CC=C1)N1C2=CC=CC=C2C=2C=C(C=CC12)C 9,9',9''-(6-(3-(9H-carbazol-9-yl)phenyl)-4-(2-(2,6-diphenylpyridin-4-yl)phenyl)pyridine-2,3,5-triyl)tris(3-methyl-9H-carbazole)